5-(3-(Trifluoromethyl)-5,6-dihydro-[1,2,4]triazolo[4,3-a]pyrazin-7(8H)-yl)pyridin-2-amine FC(C1=NN=C2N1CCN(C2)C=2C=CC(=NC2)N)(F)F